ClC=CCO 3-chloroallyl alcohol